SCCC[Si](OCCC)(OCCC)OCC 3-Mercaptopropylethoxydipropoxysilane